[1-(2,6-difluoro-4-aminothiocarbonyl-phenyl)-piperidin-4-yl]-Ethyl acetate C(C)(=O)OCCC1CCN(CC1)C1=C(C=C(C=C1F)C(=S)N)F